(R)-N-((3R,5S)-5-((1H-pyrazol-1-yl)methyl)-1-cyanopyrrolidin-3-yl)-3-(3-(trifluoromethoxy)phenyl)pyrrolidine-1-carboxamide N1(N=CC=C1)C[C@@H]1C[C@H](CN1C#N)NC(=O)N1C[C@H](CC1)C1=CC(=CC=C1)OC(F)(F)F